2-(3-bromo-5-methylphenoxy)-5-(trifluoromethyl)pyrazine BrC=1C=C(OC2=NC=C(N=C2)C(F)(F)F)C=C(C1)C